4'-(Dimethylcarbamoyl)-2-methyl-[1,1'-biphenyl]-4-carboxylic acid CN(C(=O)C1=CC=C(C=C1)C1=C(C=C(C=C1)C(=O)O)C)C